Racemic-8-methyl-7a,8,9,10-tetrahydro-7H-indolo[7,1-fg][1,7]naphthyridine CN1CCC=C2C3=C4N(C[C@H]12)C=CC4=CC=C3 |r|